N-[1-(4-fluorophenyl)-2-methylpropan-2-yl]-2-(pyridin-4-yl)pyrido[3,4-d]pyrimidin-4-amine FC1=CC=C(C=C1)CC(C)(C)NC=1C2=C(N=C(N1)C1=CC=NC=C1)C=NC=C2